OCCC1=NC2=C(N1CC1=CC=C(C(=O)O)C=C1)C=CC=C2C2=CC=C(C=C2)C=2CCCCC2 4-((2-(2-hydroxyethyl)-4-(2',3',4',5'-tetrahydro-[1,1'-biphenyl]-4-yl)-1H-benzo[d]imidazol-1-yl)methyl)benzoic acid